C(C)(C)[C@@H]1NCC2=C(NC1=O)C=CC=C2 (S)-3-isopropyl-1,3,4,5-tetrahydro-2H-benzo[e][1,4]diazepin-2-one